(+/-)-4-methylthioamphetamine HCl Cl.CSC1=CC=C(C[C@H](N)C)C=C1 |r|